N-(3-cyanooxetan-3-yl)-4-(4-(cyclopropanecarbonyl)piperazin-1-yl)-1-(5-(difluoromethyl)-1,3,4-thiadiazol-2-yl)-1H-indazole-6-sulfonamide C(#N)C1(COC1)NS(=O)(=O)C1=CC(=C2C=NN(C2=C1)C=1SC(=NN1)C(F)F)N1CCN(CC1)C(=O)C1CC1